FC1=C(C=C(C=C1F)F)CO (2,3,5-Trifluorophenyl)methanol